(2R)-N-(4-hydroxybenzyl)-2-(2-(isoindolin-2-yl)-2-phenylacetamido)-5-((Z)-2-((2-propionamidoethyl)carbamoyl)guanidino)pentanamide OC1=CC=C(CNC([C@@H](CCCN\C(=N/C(NCCNC(CC)=O)=O)\N)NC(C(C2=CC=CC=C2)N2CC3=CC=CC=C3C2)=O)=O)C=C1